7-fluoro-3-(1-methyl-1H-4-pyrazolyl)-6-(1-(6-(1-methyl-1H-4-pyrazolyl)-[1,2,3]triazolo[4,5-b]pyrazinyl)ethyl)quinoline FC1=C(C=C2C=C(C=NC2=C1)C=1C=NN(C1)C)C(C)C=1N=C2C(=NC1C=1C=NN(C1)C)NN=N2